Cl.N1CCNCCNCC1 1,4,7-triazacyclononane hydrochloride